[Na].CS(=O)C dimethyl sulfoxide sodium salt